2-(3,3-Difluorocyclopentyl)-N-(3-ethyl-1,2,4-thiadiazol-5-yl)-2-(4-(2-methyl-2H-tetrazol-5-yl)phenyl)acetamide FC1(CC(CC1)C(C(=O)NC1=NC(=NS1)CC)C1=CC=C(C=C1)C=1N=NN(N1)C)F